2-(1-(4-fluorophenyl)vinyl)isoindoline-1,3-dione FC1=CC=C(C=C1)C(=C)N1C(C2=CC=CC=C2C1=O)=O